C(\C=C/C\C=C/CCC)OC(CCCNCC1COC(OC1)(C)C)=O 4-{[(2,2-dimethyl-1,3-dioxan-5-yl)methyl]amino}butyric acid-(2Z,5Z)-nona-2,5-dien-1-yl ester